N-(3-(2-((4-(piperazin-1-yl)phenyl)amino)quinazolin-8-yl)phenyl)acetamide N1(CCNCC1)C1=CC=C(C=C1)NC1=NC2=C(C=CC=C2C=N1)C=1C=C(C=CC1)NC(C)=O